(4-(2-(2-aminopyridin-3-yl)-5-(5-fluoropyridin-2-yl)-3H-imidazo[4,5-b]pyridin-3-yl)phenyl)methanol NC1=NC=CC=C1C1=NC=2C(=NC(=CC2)C2=NC=C(C=C2)F)N1C1=CC=C(C=C1)CO